C[C@H]1C([C@H]1C)C1=NC(=C(C#N)C=C1)O 6-((1rs,2R,3S)-2,3-dimethylcyclopropyl)-2-hydroxynicotinonitrile